(+)-(R)-4-(1-aminoethyl)-N-(4-pyridinyl)benzamide monohydrochloride Cl.N[C@H](C)C1=CC=C(C(=O)NC2=CC=NC=C2)C=C1